BrC=1C=C(C=NC1)NC(OC(C)(C)C)=O tert-butyl (5-bromopyridin-3-yl)carbamate